tri-ethylene glycol monobutyl ether C(CCC)OCCOCCOCCO